2,2-difluoro-3-((1R,3R)-1-(2-(2-((3-fluoropropyl)amino)ethoxy)-3-methylpyridin-4-yl)-3-methyl-1,3,4,9-tetrahydro-2H-pyrido[3,4-b]indol-2-yl)propan-1-ol FC(CO)(CN1[C@@H](C=2NC3=CC=CC=C3C2C[C@H]1C)C1=C(C(=NC=C1)OCCNCCCF)C)F